O=C1N(CCC1)CCCNC(=O)C1=NC=C2N1C=CC=C2 N-(3-(2-oxopyrrolidin-1-yl)propyl)imidazo[1,5-a]pyridine-3-carboxamide